OC1CC(C1)(C(=O)NC1=CNC2=CC=C(C=C12)OCC1=CC=C(C=C1)C(F)(F)F)C 3-hydroxy-1-methyl-N-(5-((4-(trifluoromethyl)benzyl)oxy)-1H-indol-3-yl)cyclobutane-1-carboxamide